tert-butyl 6-(2,3-dimethylbenzoyl)-2,6-diazaspiro[3.3]heptane-2-carboxylate CC1=C(C(=O)N2CC3(CN(C3)C(=O)OC(C)(C)C)C2)C=CC=C1C